3-(3,3-difluoro-1-(4-methyl-4H-1,2,4-triazol-3-yl)cyclobutyl)aniline FC1(CC(C1)(C1=NN=CN1C)C=1C=C(N)C=CC1)F